2,2'-bis-trifluoromethyl-4,4'-biphenyldiamine FC(C1=C(C=CC(=C1)N)C1=C(C=C(C=C1)N)C(F)(F)F)(F)F